(S)-3-(1-(4-(5-chloro-4-(1-methyl-1H-1,2,4-triazol-5-yl)pyrimidin-2-yl)piperazine-1-carbonyl)-4,5-dihydro-1H-pyrazol-5-yl)-5-fluorobenzonitrile ClC=1C(=NC(=NC1)N1CCN(CC1)C(=O)N1N=CC[C@H]1C=1C=C(C#N)C=C(C1)F)C1=NC=NN1C